2-(5-bromothiophen-3-yl)acetonitrile BrC1=CC(=CS1)CC#N